9,9'-(5-(4,6-diphenylpyrimidin-2-yl)-1,3-phenylene)bis(3,6-bis(dibenzo[b,d]thiophen-1-yl)-9H-carbazole) C1(=CC=CC=C1)C1=NC(=NC(=C1)C1=CC=CC=C1)C=1C=C(C=C(C1)N1C2=CC=C(C=C2C=2C=C(C=CC12)C1=CC=CC=2SC3=C(C21)C=CC=C3)C3=CC=CC=2SC1=C(C23)C=CC=C1)N1C2=CC=C(C=C2C=2C=C(C=CC12)C1=CC=CC=2SC3=C(C21)C=CC=C3)C3=CC=CC=2SC1=C(C23)C=CC=C1